FC(CN1[C@@H](C=2NC3=CC=CC=C3C2C[C@H]1C)C1=CN=C(S1)OC1CN(C1)CCC)(C)C 5-((1S,3R)-2-(2-Fluoro-2-methylpropyl)-3-methyl-2,3,4,9-tetrahydro-1H-pyrido[3,4-b]indol-1-yl)-2-((1-propylazetidin-3-yl)oxy)thiazole